C(C)(C)(C)OC(=O)N1CCC(=CC1)C1=NC(=C(C=C1)N)C(CC#N)=O 5-amino-6-(2-cyanoacetyl)-3',6'-dihydro-2'H-[2,4'-bipyridine]-1'-carboxylic acid tert-butyl ester